O=C1NC(CCC1N1C(C2=CC(=C(C=C2C1=O)N1CCN(CC1)CC1CCNCC1)F)=O)=O 4-((4-(2-(2,6-dioxopiperidin-3-yl)-6-fluoro-1,3-dioxoisoindolin-5-yl)piperazin-1-yl)methyl)piperidin